5-((1H-pyrazol-1-yl)methyl)-N-((5-(1-hydroxycyclopropyl)-2-methoxyphenyl)sulfonyl)-6-methoxypicolinamide N1(N=CC=C1)CC=1C=CC(=NC1OC)C(=O)NS(=O)(=O)C1=C(C=CC(=C1)C1(CC1)O)OC